3-[2-(3-chloro-4-methoxybenzoyl)-1,2,3,4-tetrahydroisoquinolin-5-yl]-3-(7-methoxy-1-methyl-1H-benzo[d][1,2,3]triazol-5-yl)propionic acid ClC=1C=C(C(=O)N2CC3=CC=CC(=C3CC2)C(CC(=O)O)C2=CC3=C(N(N=N3)C)C(=C2)OC)C=CC1OC